2,2-bis[4-(2-glycidoxypropyloxy)phenyl]propane C(C1CO1)OC(COC1=CC=C(C=C1)C(C)(C)C1=CC=C(C=C1)OCC(C)OCC1CO1)C